[N-]=C=O.CN1CCOCC1 N-methylmorpholin isocyanate